ClC1=NC=C(C(=C1)C1=C(C=NC(=C1)C)C(=O)NC=1SC(=NN1)OC1CCCCC1)OC 2'-chloro-N-(5-(cyclohexyloxy)-1,3,4-thiadiazol-2-yl)-5'-methoxy-6-methyl-(4,4'-bipyridine)-3-carboxamide